ClC1=NC(=C2C(=N1)N(N=C2CC)C)NCC2=C(C=CC=C2)Cl 6-chloro-N-(2-chlorobenzyl)-3-ethyl-1-methyl-1H-pyrazolo[3,4-d]pyrimidin-4-amine